amylglycolate C(CCCC)C(C(=O)[O-])O